IC1=CN(C=2C1=NC=C(C2)C=2C(=NOC2C)C)CC2=NC=CC=C2 4-[3-iodo-1-(2-pyridylmethyl)pyrrolo[3,2-b]pyridin-6-yl]-3,5-dimethyl-isoxazole